3-ethyl-5-(4-(1-isopropylpiperidin-4-yl)piperazin-1-yl)-2-(2-methylpyridin-4-yl)-1H-indole C(C)C1=C(NC2=CC=C(C=C12)N1CCN(CC1)C1CCN(CC1)C(C)C)C1=CC(=NC=C1)C